C(CCC)[Si](O)(O[Si](O[Si](O[Si](S[SiH](CCCC)CCCC)(CCCC)CCCC)(CCCC)CCCC)(CCCC)CCCC)CCCC 2,2,4,4,6,6,8,8,10,10-decabutyl-1,3,5,7-tetraoxa-9-thia-2,4,6,8,10-pentasiladecane